5-Bromo-2-isopropoxyaniline BrC=1C=CC(=C(N)C1)OC(C)C